8-((2R,3S)-2-methyl-3-(methylsulfonylmethyl)azetidin-1-yl)isoquinolin-3-amine C[C@H]1N(C[C@@H]1CS(=O)(=O)C)C=1C=CC=C2C=C(N=CC12)N